5-(Chloromethyl)-2-methoxy-pyridine ClCC=1C=CC(=NC1)OC